3-hydroxy-2,2'-iminodisuccinic acid tetrasodium [Na].[Na].[Na].[Na].OC(C(C(=O)O)NC(C(=O)O)CC(=O)O)C(=O)O